(1S,4s)-4-(8-(2-chloro-4,6-difluorophenylamino)-2-((3S,4R)-3-methyltetrahydro-2H-pyran-4-ylamino)-9H-purin-9-yl)cyclohexanecarboxamide ClC1=C(C(=CC(=C1)F)F)NC=1N(C2=NC(=NC=C2N1)N[C@H]1[C@@H](COCC1)C)C1CCC(CC1)C(=O)N